C(#N)C1=CC=C(C=C1)C1=CC=C(C=C1)C1=CC=C(C=C1)OCCCCCCCCCCCC 4-cyano-4''-dodecyloxy-p-terphenyl